ClC1=C2C(=NC=C1)C(CCO2)(O)CO 8-chloro-4-(hydroxymethyl)-2H,3H-pyrano[3,2-b]pyridin-4-ol